C(#N)C1=NC2=CC(=CC(=C2N=C1N1CC2C(C1)CCCCCC2)[C@@H](C)NC2=C(C(=O)O)C=CC=C2)C 2-(((1R)-1-(2-cyano-3-(decahydro-2H-cycloocta[c]pyrrol-2-yl)-7-methylquinoxalin-5-yl)ethyl)amino)benzoic acid